2-((4-(3-isopropyl-2-(8-methyl-[1,2,4]triazolo[1,5-a]pyridin-6-yl)-1H-indol-5-yl)cyclohexyl)amino)-N-methylacetamide C(C)(C)C1=C(NC2=CC=C(C=C12)C1CCC(CC1)NCC(=O)NC)C=1C=C(C=2N(C1)N=CN2)C